methoxymethyl 4-(benzyloxy)-2,6-dimethylbenzoate C(C1=CC=CC=C1)OC1=CC(=C(C(=O)OCOC)C(=C1)C)C